N-aminoacetylglutamic acid NCC(=O)N[C@@H](CCC(=O)O)C(=O)O